7-chloro-1-((2-(trimethylsilyl)ethoxy)methyl)-1H-pyrrolo[3,2-b]pyridine-5-carboxylic acid methyl ester COC(=O)C1=CC(=C2C(=N1)C=CN2COCC[Si](C)(C)C)Cl